ClC=1C=C2C(=NC=3N(C2=CC1)C=NN3)N(C3=CC=CC=C3)C 7-chloro-N-methyl-N-Phenyl-[1,2,4]triazolo[4,3-a]quinazolin-5-amine